NCCCNCCCN(C)C N'-(3-aminopropyl)-N,N-dimethyl-1,3-propylenediamine